C(CC)(=O)OCCCP(=O)CCOCCC 3-(propoxyethylphosphinyl)-propyl propionate